3-Chloro-pyridine-2-carboxylic acid [5-(8-chloro-2-oxo-1,2,3,4-tetrahydro-quinolin-6-yl)-pyridin-3-ylmethyl]-amide ClC=1C=C(C=C2CCC(NC12)=O)C=1C=C(C=NC1)CNC(=O)C1=NC=CC=C1Cl